CS(=O)(=O)OCC1=CC(=C(C(=C1)[N+](=O)[O-])OC)N1N=C(N=C1)C 4-Methoxy-3-(3-methyl-1H-1,2,4-triazol-1-yl)-5-nitrobenzyl methanesulfonate